(R)-7,7-dimethyl-2-(1H-indol-4-yl)-6-(3-methoxybenzoyl)-4-(3-methylmorpholin-4-yl)-6,7-dihydro-5H-pyrrolo[3,4-d]pyrimidine CC1(N(CC2=C1N=C(N=C2N2[C@@H](COCC2)C)C2=C1C=CNC1=CC=C2)C(C2=CC(=CC=C2)OC)=O)C